ClC1=CC(=C2C=CC=NC2=C1)OC[C@@H]1CN(CCO1)C(=O)OC(C)(C)C tert-butyl (2S)-2-[(7-chloroquinolin-5-yl)oxymethyl]morpholine-4-carboxylate